N-[5-[5-methyl-3-[[(1S,4S)-5-oxa-2-azabicyclo[2.2.1]heptan-4-yl]methoxy]isoxazol-4-yl]pyrazolo[1,5-a]pyridin-2-yl]cyclopropanecarboxamide CC1=C(C(=NO1)OC[C@]12CN[C@H](CO1)C2)C2=CC=1N(C=C2)N=C(C1)NC(=O)C1CC1